tert-butyl (1R,2R)-2-((S)-oxiran-2-yl)cyclopropane-1-carboxylate O1[C@H](C1)[C@H]1[C@@H](C1)C(=O)OC(C)(C)C